N-((S)-2-cyano-1-(4-(ethylsulfonyl)phenyl)ethyl)-6-((2S,4S)-2-((trifluoromethoxy)methyl)-4-(4-(trifluoromethyl)phenoxy)pyrrolidin-1-yl)nicotinamide C(#N)C[C@@H](C1=CC=C(C=C1)S(=O)(=O)CC)NC(C1=CN=C(C=C1)N1[C@@H](C[C@@H](C1)OC1=CC=C(C=C1)C(F)(F)F)COC(F)(F)F)=O